FC1=CC=C(C=C1)N1C(C(=CC1)C(=O)O)=O 1-(4-fluorophenyl)-2-Oxo-2,5-dihydro-1H-pyrrole-3-carboxylic acid